(3R)-N-[3-[2-[2-(2-acetyl-3,4-dihydro-1H-isoquinolin-7-yl)ethylamino]-8-methyl-7-oxopyrido[2,3-d]pyrimidin-6-yl]-2,4-difluorophenyl]-3-fluoropyrrolidine-1-sulfonamide C(C)(=O)N1CC2=CC(=CC=C2CC1)CCNC=1N=CC2=C(N1)N(C(C(=C2)C=2C(=C(C=CC2F)NS(=O)(=O)N2C[C@@H](CC2)F)F)=O)C